C(C)OC(=O)C1=NN(C=C1CC1=CC=CC=C1)C(F)F 4-Benzyl-1-(difluoromethyl)pyrazole-3-carboxylic acid ethyl ester